ClC1=CC=2C3=C(C(=NC2C(=C1C1=C(C=CC=C1O)F)F)OC[C@H]1N(CCC1)C)N=CN3C3CCN(CC3)C(C=C)=O 1-(4-(8-chloro-6-fluoro-7-(2-fluoro-6-hydroxyphenyl)-4-(((S)-1-methylpyrrolidin-2-yl)methoxy)-1H-imidazo[4,5-c]quinolin-1-yl)piperidin-1-yl)prop-2-en-1-one